methyl (1-((3-chloro-4-fluorophenyl)carbamoyl)-2-methyl-3-(trifluoromethyl)-2,4,5,6-tetrahydrocyclopenta[c]pyrrol-4-yl)carbamate ClC=1C=C(C=CC1F)NC(=O)C=1N(C(=C2C1CCC2NC(OC)=O)C(F)(F)F)C